N1C=CC2=CC=C(C=C12)NC(=O)NC=1C=CC2=C(OCC(N2CC2COCC2)=O)C1 1-(1H-indol-6-yl)-3-(3-oxo-4-((tetrahydrofuran-3-yl)methyl)-3,4-dihydro-2H-benzo[b][1,4]oxazin-7-yl)urea